C(C)(=O)N1C=CC2=C(C=CC=C12)N1C(C2=CC(=C(C=C2C(=C1)C(=O)N1CCCCC1)OC)OC(F)F)=O 2-(1-acetyl-1H-indol-4-yl)-7-(difluoromethoxy)-6-methoxy-4-(piperidine-1-carbonyl)isoquinolin-1(2H)-one